ClC=1C=CC=CC1Cl 3,4-dichloro-benzene